tert-butyl {2-[({[(2S,5R)-6-benzyloxy-7-oxo-1,6-diazabicyclo[3.2.1]oct-2-yl] carbonyl}amino)oxy]ethyl}(propan-2-yl)carbamate C(C1=CC=CC=C1)ON1[C@@H]2CC[C@H](N(C1=O)C2)C(=O)NOCCN(C(OC(C)(C)C)=O)C(C)C